FC(C=1C(=C(C=CC1)[C@@H](C)\N=C/1\C2=C(N(C(=N1)C)C)C=NC(=C2)/C=C/CNC(OC(C)(C)C)=O)F)F tert-butyl ((E)-3-((Z)-4-(((R)-1-(3-(difluoromethyl)-2-fluorophenyl)ethyl)imino)-1,2-dimethyl-1,4-dihydropyrido[3,4-d]pyrimidin-6-yl)allyl)carbamate